Ethyl-{[4-chloro-5-(4-methylphenyl)-1-phenyl-1H-pyrazol-3-yl] oxy} acetate C(C)(=O)OOC1=NN(C(=C1Cl)C1=CC=C(C=C1)C)C1=C(C=CC=C1)CC